COCCCN(C1CCNCC1)C N-(3-methoxypropyl)-N-methylpiperidine-4-amine